COC1=CC(=C(C#N)C=C1)C 4-methoxy-2-methylbenzonitrile